FC(C1=CC=C(C=C1)NC1=NN=C2N1C=CC=C2)(F)F N-(4-trifluoromethylphenyl)-[1,2,4]triazolo[4,3-a]pyridin-3-amine